S1C2=C(C=C1)C=CC=C2SCC2=C(C(=O)O)C=C(C=C2)F 2-((benzo[b]thiophen-7-ylthio)methyl)-5-fluorobenzoic acid